FC(C1=NN=C(O1)C1=CN=C(S1)NC1(CC1)C1=C(C=CC=C1F)F)F 5-(5-(difluoromethyl)-1,3,4-oxadiazol-2-yl)-N-(1-(2,6-difluorophenyl)cyclopropyl)thiazol-2-amine